NCC1(CCC1)CN(C(OC(C)(C)C)=O)C Tert-butyl ((1-(aminomethyl)cyclobutyl)methyl)(methyl)carbamate